OC1=C(C(=O)C2=C(C=CC=C2OC)OC)C=CC(=C1)O 2,4-Dihydroxy-2',6'-dimethoxybenzophenone